tert-Butyl 2-((1,3-dioxoisoindolin-2-yl)methyl)piperazine-1-carboxylate O=C1N(C(C2=CC=CC=C12)=O)CC1N(CCNC1)C(=O)OC(C)(C)C